C1(CC1)N1C=C(C(C2=CC(=C(N=C12)N1C[C@@H](CC1)O)F)=O)CN(CC1=CC(=NC=C1)C)[C@@H]1CN(CCC1)C=1C=NC(=CC1)C 1-cyclopropyl-6-fluoro-7-[(3R)-3-hydroxypyrrolidin-1-yl]-3-({[(3S)-1-(6-methylpyridin-3-yl)piperidin-3-yl][(2-methylpyridin-4-yl)methyl]amino}methyl)-1,4-dihydro-1,8-naphthyridin-4-one